(R)-8-((3S,5R)-4-acryloyl-3,5-dimethylpiperazin-1-yl)-l-1-cyclopropyl-3-(pyridin-2-yl)-10-(trifluoromethyl)-3,4-dihydro-2H,6H-[1,4]thiazepino[2,3,4-ij]quinazolin-6-one C(C=C)(=O)N1[C@H](CN(C[C@H]1C)C1=NC(N2C3=C(C=C(C=C13)C(F)(F)F)S(C[C@H](C2)C2=NC=CC=C2)C2CC2)=O)C